C(C)(C)(C)NC(C(=O)N1[C@@H]([C@H]2C([C@H]2C1)(C)C)C(=O)N[C@H](C=O)C[C@H]1C(NCCC1)=O)=O (1R,2S,5S)-3-(2-(tert-butylamino)-2-oxoacetyl)-6,6-dimethyl-N-((S)-1-oxo-3-((S)-2-oxopiperidin-3-yl)propan-2-yl)-3-azabicyclo[3.1.0]hexane-2-carboxamide